CC1=C(C=C(C=C1)[N+](=O)[O-])S(=O)(=O)N1CCC(CC1)C(=O)OC methyl 1-((2-methyl-5-nitrophenyl)sulfonyl)piperidine-4-carboxylate